C(C#C)NC=1SC=CN1 N-PROP-2-YNYL-1,3-THIAZOL-2-AMINE